N-(7-chloro-6-(1-(4-hydroxy-3-methyltetrahydrofuran-3-yl)piperidin-4-yl)isoquinolin-3-yl)-2-cyclopropylpropanamide ClC1=C(C=C2C=C(N=CC2=C1)NC(C(C)C1CC1)=O)C1CCN(CC1)C1(COCC1O)C